tert-butyl 4-(6-(7-isopropoxy-2-methylimidazo[1,2-a]pyridine-6-carboxamido)pyridin-3-yl)piperazine-1-carboxylate C(C)(C)OC1=CC=2N(C=C1C(=O)NC1=CC=C(C=N1)N1CCN(CC1)C(=O)OC(C)(C)C)C=C(N2)C